3-(2-chloro-5-fluoropyrimidin-4-yl)-6-(trifluoromethyl)imidazo[1,2-a]pyridine ClC1=NC=C(C(=N1)C1=CN=C2N1C=C(C=C2)C(F)(F)F)F